C1(CC1)COC=1C=C(CCC=2C=CC(=[N+](C2)[O-])OC)C=CC1OC(F)F 5-(3-(cyclopropylmethoxy)-4-(difluoromethoxy)phenethyl)-2-methoxy-pyridine 1-oxide